4-{1-[(4-benzylmorpholin-2-yl)methyl]piperidin-4-yl}phenol C(C1=CC=CC=C1)N1CC(OCC1)CN1CCC(CC1)C1=CC=C(C=C1)O